C1=C(C=CC2=CC=CC=C12)NC([C@H]1NC(CC1)=O)=O L-pyroglutamic acid-2-naphthylamide